6-(4-chloro-2-methyl-1H-benzo[d]imidazol-5-yl)-N-(4-(4-ethylpiperazin-1-yl)phenyl)-[1,2,4]triazolo[4',3':1,6]pyrido[2,3-d]pyrimidin-2-amine ClC1=C(C=CC=2NC(=NC21)C)C2=CC1=C(N=C(N=C1)NC1=CC=C(C=C1)N1CCN(CC1)CC)N1C2=NN=C1